3-{8,8-difluoro-7-hydroxy-5-(trifluoromethylthio)bicyclo[4.2.0]octane-1,3,5-Triene-2-enyloxy}-5-fluorobenzamide FC1(C(C2=C(C(=C=C=C12)OC=1C=C(C(=O)N)C=C(C1)F)SC(F)(F)F)O)F